tert-butyl 6-[[5-[1-(trifluoromethyl) vinyl] pyrimidin-2-yl] methyl]-2-azaspiro[3.3]heptane-2-carboxylate FC(C(=C)C=1C=NC(=NC1)CC1CC2(CN(C2)C(=O)OC(C)(C)C)C1)(F)F